2-allyl-1-(6-(2-hydroxy-prop-2-yl)pyridin-2-yl)-6-((2-(oxetan-3-yl)-1,2,3,4-tetrahydroisoquinolin-7-yl)amino)-1,2-dihydro-3H-pyrazolo[3,4-d]Pyrimidin-3-one C(C=C)N1N(C2=NC(=NC=C2C1=O)NC1=CC=C2CCN(CC2=C1)C1COC1)C1=NC(=CC=C1)C(C)(C)O